2'-((7H-pyrrolo[2,3-d]pyrimidin-4-yl)amino)-4'-methyl-5'-oxo-5',6'-dihydrospiro[cyclohexane-1,7'-pyrrolo[3,4-b]pyridine] 1'-oxide N1=CN=C(C2=C1NC=C2)NC2=CC(=C1C(=[N+]2[O-])C2(NC1=O)CCCCC2)C